N1=CC(=CC=C1)C1=CC=C(C=C1)C1=NC(=NC(=C1)C1=CC=C(C=C1)C=1C=NC=CC1)C=1C=CC=2C(C3=CC=CC=C3C2C1)(C1=CC=CC=C1)C1=CC=CC=C1 4,6-bis-{4-(pyridin-3-yl)-phenyl}-2-(9,9-diphenyl-[9H]fluoren-3-yl)-pyrimidine